C12CCCCC(CC1)C2 bicyclo[4.2.1]nonane